ClC=1C(N(N=CC1NC([2H])([2H])[C@@H]1COCCC1)C1CCN(CC1)S(=O)(=O)C1=NC=C(C=C1)C1CC1)=O (R)-4-chloro-2-(1-((5-cyclopropylpyridin-2-yl)sulfonyl)piperidin-4-yl)-5-(((tetrahydro-2H-pyran-3-yl)methyl-d2)amino)pyridazin-3(2H)-one